FC=1C=C(C=CC1)NCC=1N(C(C2=C(N1)N(N=C2)C)=O)C2=CC=CC=C2 6-(((3-fluorophenyl)amino)methyl)-1-methyl-5-phenyl-1H-pyrazolo[3,4-d]pyrimidin-4(5H)-one